N-((R)-2,3-dihydroxypropoxy)-3,4-difluoro-2-(2-fluoro-4-iodo-phenylamino)benzamide tert-butyl-(2R)-2-methylpiperazine-1-carboxylate C(C)(C)(C)OC(=O)N1[C@@H](CNCC1)C.O[C@@H](CONC(C1=C(C(=C(C=C1)F)F)NC1=C(C=C(C=C1)I)F)=O)CO